B(O)(O)CCC[C@@]12[C@@](NCC1O)(CCC2)C(=O)O (3aR,6aS)-3a-(3-boronopropyl)-3-hydroxyhexahydrocyclopenta[b]pyrrole-6a(1H)-carboxylic acid